CC(C(=O)C1=CC=CC=C1)(CCC1=NC=CC=C1)CCC1=NC=CC=C1 2-methyl-1-phenyl-4-pyridin-2-yl-2-(2-pyridin-2-ylethyl)butan-1-one